ClC1=C(OC2=NC=C(C(=C2)S(=O)(=O)NCC2CC(C2)O)O)C(=CC(=C1)N1N=C(C(NC1=O)=O)C(F)F)Cl 2-(2,6-dichloro-4-(6-(difluoromethyl)-3,5-dioxo-4,5-dihydro-1,2,4-triazin-2(3H)-yl)phenoxy)-5-hydroxy-N-(((1r,3r)-3-hydroxycyclobutyl)methyl)pyridine-4-sulfonamide